C(C)OC(=O)C=1C(=NC(=C(C1)OC)OC)Br.CC(C(C(=O)N)N(C(=O)N(C)C)C)C 3-methyl-2-(1,3,3-trimethylureido)butanamide ethyl-2-bromo-5,6-dimethoxypyridine-3-carboxylate